dibenzylmalonic acid dipropyl ester C(CC)OC(C(C(=O)OCCC)(CC1=CC=CC=C1)CC1=CC=CC=C1)=O